(2R,3S,5R)-5-(4-amino-5-chloro-2-oxopyrimidin-1(2H)-yl)-2-ethynyl-2-(((4-methylbenzoyl)oxy)methyl)tetrahydrofuran-3-yl 4-methylbenzoate CC1=CC=C(C(=O)O[C@@H]2[C@](O[C@H](C2)N2C(N=C(C(=C2)Cl)N)=O)(COC(C2=CC=C(C=C2)C)=O)C#C)C=C1